(tert-butyl 4-(2-(2-bromoethoxy) ethoxy) phenyl) carbamate C(N)(OC1=C(C=C(C=C1)OCCOCCBr)C(C)(C)C)=O